(3S)-3-(7-{[(2R)-2-ethyl-7-hydroxy-2,3-dihydropyrido[2,3-f][1,4]oxazepin-4(5H)-yl]methyl}-1-benzothiophen-5-yl)-3-[4-methyl-1-(2,2,2-trifluoroethyl)-1H-benzotriazol-5-yl]propanoic acid C(C)[C@H]1OC2=C(CN(C1)CC1=CC(=CC=3C=CSC31)[C@H](CC(=O)O)C3=C(C1=C(N(N=N1)CC(F)(F)F)C=C3)C)N=C(C=C2)O